C(C1=CC=CC=C1)(=O)OC[C@]1(O[C@H]([C@@H]([C@@H]1O)O)N1C=CC2=C1N=C(N=C2NC)N)F ((2S,3S,4R,5R)-5-(2-amino-4-(methylamino)-7H-pyrrolo[2,3-d]pyrimidin-7-yl)-2-fluoro-3,4-dihydroxytetrahydrofuran-2-yl)methyl benzoate